FC1=CC=C(C=C1)[C@@H](C([2H])([2H])O)NC1=NC(=NC=C1C1=NC(=NO1)C12CCN(CC1)CC2)NC2=CC=C1C(=N2)C(NC1=O)(C)C (S)-2-((4-((1-(4-fluorophenyl)-2-hydroxyethyl-2,2-d2)amino)-5-(3-(quinuclidin-4-yl)-1,2,4-oxadiazol-5-yl)pyrimidin-2-yl)amino)-7,7-dimethyl-6,7-dihydro-5H-pyrrolo[3,4-b]pyridin-5-one